IC1=CC=C(C=C1)C=1OC(=CC1)C1=CC=CC=C1 2-(4-iodophenyl)-5-phenyl-furan